(Z)-7-undecenylacetate C(CCCCC\C=C/CCC)CC(=O)[O-]